C(C)(C)(C)OC(N(C)C1CCN(CC1)C1=NC2=CC=C(C=C2C=C1)CO)=O (1-(6-(Hydroxymethyl)quinolin-2-yl)piperidin-4-yl)(methyl)carbamic acid tert-butyl ester